(1R,3S,5R)-2-(2-(3-acetyl-5-(2-(methylamino)pyrimidin-5-yl)-1H-indazol-1-yl)acetyl)-N-(6-bromo-3-methylpyridin-2-yl)-5-methyl-2-azabicyclo[3.1.0]hexane-3-carboxamide C(C)(=O)C1=NN(C2=CC=C(C=C12)C=1C=NC(=NC1)NC)CC(=O)N1[C@@H]2C[C@@]2(C[C@H]1C(=O)NC1=NC(=CC=C1C)Br)C